(R)-3-hydroxybutyryl-carnitine OC(CC(=O)[C@](O)(C[N+](C)(C)C)CC([O-])=O)C